F[C@@H]1C[C@@H](OC1)C=1C(=NC(=CC1)N1C=NC2=C1C=CC(=C2)NC=2N=NC(=CC2)C)N2N=C(C=C2C)C#N 1-[3-[(2R,4R)-4-fluorotetrahydrofuran-2-yl]-6-[5-[(6-methylpyridazin-3-yl)amino]benzimidazol-1-yl]-2-pyridyl]-5-methyl-pyrazole-3-carbonitrile